(3-amino-4-morpholinyl-1H-indazole-1-carbonyl)-N-(4-trifluoromethylphenyl)cyclopropane-1-carboxamide NC1=NN(C2=CC=CC(=C12)N1CCOCC1)C(=O)C1(CC1)C(=O)NC1=CC=C(C=C1)C(F)(F)F